N-{3-[2-(benzyloxy)-2-oxoethoxy]benzoyl}glycyl-O-(2-ethoxy-2-oxoethyl)-L-tyrosine tert-butyl ester C(C)(C)(C)OC([C@@H](NC(CNC(C1=CC(=CC=C1)OCC(=O)OCC1=CC=CC=C1)=O)=O)CC1=CC=C(C=C1)OCC(=O)OCC)=O